5-(1-phenylcyclopropyl)-1,3,4-oxadiazole-2-carboxamide C1(=CC=CC=C1)C1(CC1)C1=NN=C(O1)C(=O)N